O=C1NC(CCC1N1C(N(C2=C1C=CC=C2C#CCO[C@H]2[C@@H](CN(CC2)C(=O)OC(C)(C)C)F)C)=O)=O Tert-butyl (3R,4R)-4-[3-[1-(2,6-dioxo-3-piperidyl)-3-methyl-2-oxo-benzimidazol-4-yl]prop-2-ynoxy]-3-fluoro-piperidine-1-carboxylate